[C@@H]1(CC[C@@H]2CCC[C@H]12)NC(=O)NCC1=CC(=NC=C1)OC(F)F 1-[(1S,3aS,6aS)-1,2,3,3a,4,5,6,6a-octahydropentalen-1-yl]-3-[[2-(difluoromethoxy)pyridin-4-yl]methyl]urea